FC1=C(C=CC=C1)C1=NN2C(NC(=CC2=O)C=2C=C(C(=O)O)C=CC2)=C1C 3-(2-(2-fluorophenyl)-3-methyl-7-oxo-4,7-dihydropyrazolo[1,5-a]pyrimidin-5-yl)benzoic acid